(racemic)-6-(1-([1,1'-biphenyl]-4-ylmethyl)-4-fluoro-1H-indole-7-carboxamido)-2-deuterospiro[3.3]heptane-2-carboxylic acid C1(=CC=C(C=C1)CN1C=CC2=C(C=CC(=C12)C(=O)NC1CC2(CC(C2)(C(=O)O)[2H])C1)F)C1=CC=CC=C1